[1-(3-fluoropropyl)-azetidin-3-yl]-amine FCCCN1CC(C1)N